OCC=1C=CC=C(C1)CO 3,5-dihydroxymethylbenzene